ClC1=NC(=CC(=C1)C1=C(N=C(S1)NC(=O)N1C[C@@H](NCC1)C(=O)OC)C1=CC(=CC=C1)C#N)C methyl (2R)-4-[[5-(2-chloro-6-methyl-4-pyridyl)-4-(3-cyanophenyl)thiazol-2-yl]carbamoyl]piperazine-2-carboxylate